OC=1C(=CC=2C(CCC(C2C1)(C)C)(C)C)B(O)O (3-hydroxy-5,5,8,8-tetramethyl-5,6,7,8-tetrahydronaphthalen-2-yl)boronic acid